ClC=1C(=CC2=C(C=3N(C(CO2)C(C)C)C=C(C(C3)=O)C(=O)OCC)C1)O ethyl 2-chloro-3-hydroxy-7-isopropyl-11-oxo-6,7-dihydro-11H-benzo[f]pyrido[1,2-d][1,4]oxazepine-10-carboxylate